benzo[d]isoxazoleselon O1NC(C2=C1C=CC=C2)=[Se]